(2S)-pyrrolidine-2-carboxylic acid methyl ester hydrochloride Cl.COC(=O)[C@H]1NCCC1